C(CCC)C(C(=O)OCCCCCCCC(=O)OCC(COC(CCCCCCCOC(C(CCCCCC)CCCC)=O)=O)(CO)COC(CCC(OCCCC\C=C/CC)OCCCC\C=C/CC)=O)CCCCCC 2-(((4,4-bis(((Z)-oct-5-en-1-yl)oxy)butanoyl)oxy)methyl)-2-(hydroxymethyl)propane-1,3-diyl bis(8-((2-butyloctanoyl)oxy)octanoate)